ClC1=C2C(=NC=C1C#CCNC1=CC=CC=C1)NC=C2 N-(3-(4-chloro-1H-pyrrolo[2,3-b]pyridin-5-yl)propane-2-yn-1-yl)aniline